4-[3-(4-Methylphenyl)-3-oxoprop-1-enyl]benzoic acid CC1=CC=C(C=C1)C(C=CC1=CC=C(C(=O)O)C=C1)=O